disodium monocyclotetradecylphosphate C1(CCCCCCCCCCCCC1)OP(=O)([O-])[O-].[Na+].[Na+]